O=C[C@]12CCCCC1CC[C@H]1[C@@H]3CCC[C@@]3(C)CC[C@H]21 19-oxoandrostane